ethyl-norbornadiene C(C)C1=C2CCC(=C1)C2